3-chloro-N-{1-[3-chloro-1-pyrimidinyl-1H-1,2,4-triazol-5-yl]ethyl}-5-(methylsulfonyl)benzamide ClC=1C=C(C(=O)NC(C)C2=NC(=NN2C2=NC=CC=N2)Cl)C=C(C1)S(=O)(=O)C